2,5-Dimethoxy-1,4-benzenedicarboxylic acid COC1=C(C=C(C(=C1)C(=O)O)OC)C(=O)O